5-(5-chloro-1,3-benzothiazol-2-yl)-1,4-dimethyl-piperazin-2-one ClC=1C=CC2=C(N=C(S2)C2N(CC(N(C2)C)=O)C)C1